Cl.N[C@H](C(=O)O)[C@H](C)C1=CC=CC=C1 (2S,3R)-2-amino-3-phenyl-butyric acid hydrochloride